N-(2-(dimethylamino)ethyl)-3-(6-fluoro-1H-benzo[d]imidazol-2-yl)-1H-indazole-5-carboxamide CN(CCNC(=O)C=1C=C2C(=NNC2=CC1)C1=NC2=C(N1)C=C(C=C2)F)C